11-azidoundecyltrimethyloxysilane N(=[N+]=[N-])CCCCCCCCCCC[Si](OC)(OC)OC